CC1=CC=C(C=C1)OC(CBr)=O bromoacetic acid-4-methylphenyl ester